6-bromo-8-chloro-1,4-dihydro-2H-benzo[d][1,3]oxazin-2-one BrC1=CC2=C(NC(OC2)=O)C(=C1)Cl